ClC1=CC=C2CC[C@@]3(C2=C1)[C@H](C3)C(=O)N |r| rac-(1S*,2S*)-6'-chloro-2',3'-dihydrospiro[cyclopropane-1,1'-indene]-2-carboxamide